tert-butyl (4R)-4-[[2-chloro-5-[(2-fluoro-6-methyl-anilino)methyl] pyrimidin-4-yl]amino]azepane-1-carboxylate ClC1=NC=C(C(=N1)N[C@H]1CCN(CCC1)C(=O)OC(C)(C)C)CNC1=C(C=CC=C1C)F